NCC=1C=C(C=CC1)N1N=C(C=C1C(=O)NC1=C(C=C(C=C1)C1=C(C=CC=C1)S(=O)(=O)C)F)C(F)(F)F 1-[3-(Aminomethyl)phenyl]-N-[3-fluoro-2'-(methylsulfonyl)-[1,1'-biphenyl]-4-yl]-3-(trifluoromethyl)-1H-pyrazole-5-carboxamide